(1-((tert-butyldimethylsilyl)oxy)ethyl)-3-fluoropyridine [Si](C)(C)(C(C)(C)C)OC(C)C1=NC=CC=C1F